FC1=CC=C(C=C1)C(C)NC(=O)NC1=CC=C(C=C1)S(=O)(=O)CC=1C=C2CNCC2=CC1 1-(1-(4-fluorophenyl)ethyl)-3-(4-((isoindolin-5-ylmethyl)sulfonyl)phenyl)urea